COCCC1=NC=NO1 5-(2-methoxyethyl)-1,2,4-oxadiazole